C(C)(C)(C)[C@@H]1N=C(OC1)C1=NC=CC=C1 (S)-4-tert-butyl-2-(2-pyridinyl)-4,5-dihydrooxazole